6-{5-chloro-2-[(oxan-4-yl)amino]pyrimidin-4-yl}-2-(2-{octahydrocyclopenta[b]pyrrol-1-yl}-2-oxoethyl)-2,3-dihydro-1H-isoindol-1-one ClC=1C(=NC(=NC1)NC1CCOCC1)C1=CC=C2CN(C(C2=C1)=O)CC(=O)N1C2C(CC1)CCC2